N-[(2-amino-3-chloroquinolin-7-yl)methyl]-N-(2-methanesulfonylphenyl)-6-(trifluoromethyl)pyridine-3-carboxamide NC1=NC2=CC(=CC=C2C=C1Cl)CN(C(=O)C=1C=NC(=CC1)C(F)(F)F)C1=C(C=CC=C1)S(=O)(=O)C